dimethoxy-2,5-dihydrofuran COC1=C(COC1)OC